Cl[SiH2]C(CC[Si](Cl)(Cl)Cl)C 1,5,5,5-tetrachloro-2-methyl-1,5-disilapentane